C1(CC1)[C@H](C)N1C(C=CC2=C1N=C(N=C2)N[C@@H](C)C2=CC(=C(C=C2)CN2C[C@H](O[C@H](C2)C)C)F)=O 8-[(1S)-1-cyclopropylethyl]-2-{[(1S)-1-(4-{[(2r,6S)-2,6-dimethylmorpholin-4-yl]Methyl}-3-fluorophenyl)ethyl]Amino}pyrido[2,3-d]Pyrimidin-7(8H)-one